tert-butyl 3-(bromomethyl)-4-fluorobenzoate BrCC=1C=C(C(=O)OC(C)(C)C)C=CC1F